[8-(1-hexylheptoxy)-8-oxo-octyl](2S)-4-[3-(dimethylamino)propanoyloxy]-1-(6-oxo-6-undecoxy-hexyl)pyrrolidine-2-carboxylate C(CCCCC)C(CCCCCC)OC(CCCCCCCOC(=O)[C@H]1N(CC(C1)OC(CCN(C)C)=O)CCCCCC(OCCCCCCCCCCC)=O)=O